O1COCC=C2C1=CC=1C=CC=CC12 indeno[1,2][1,3]dioxepin